C(#N)C1(CC1)NC([C@H](CC(C)C)N[C@H](C(F)(F)F)C1=C(C=CC=2OC3=C(C21)C=CC=C3)C(=O)O)=O (S)-1-((((S)-1-((1-cyanocyclopropyl)amino)-4-methyl-1-oxopentan-2-yl)amino)-2,2,2-trifluoroethyl)dibenzo[b,d]furan-2-carboxylic acid